FC=1C=C(C=CC1)CNC(=O)C1CCN(CC1)C(C)C1=C2C=CC=C(C2=CC=C1)C#CC1CCN(CC1)C(=O)OC(C)(C)C tert-butyl 4-[2-[5-[1-[4-[(3-fluorophenyl)methylcarbamoyl]-1-piperidyl]ethyl]-1-naphthyl]ethynyl]piperidine-1-carboxylate